C1(CCCCCC1)NC(COC1=CC=C2C=CC(=CC2=C1)CCC(=O)O)=O 3-(7-(2-(Cycloheptylamino)-2-oxoethoxy)naphthalen-2-yl)propanoic acid